BrC(C(=O)OC(C)(C)C)CCCC tert-Butyl 2-bromohexanoate